[Na].C(C(=O)F)(=O)F difluorooxalate sodium